C(=O)NNC(=O)C1=NC(=CN=C1)C(=O)N1C[C@H]2C([C@H]2C1)COC1=NC(=CC=C1)C(F)(F)F N'-formyl-6-((1R,5S,6r)-6-(((6-(trifluoromethyl)pyridin-2-yl)oxy)methyl)-3-azabicyclo[3.1.0]hexane-3-carbonyl)pyrazine-2-carbohydrazide